C(C)N1N=C(C=C1C(=O)N=C1SC=2C(=NC=C(C2)C(=O)O)N1)C ((1-ethyl-3-methyl-1H-pyrazole-5-carbonyl)imino)-2,3-dihydrothiazolo[4,5-b]pyridine-6-carboxylic acid